C(CCCCCCC)OC(NC1=CC(=C(C(=C1)C(C)(C)C)O)C(C)(C)C)=O N-(3,5-di-tert-butyl-4-hydroxyphenyl)-carbamic acid octyl ester